C(C=C)(=O)OC 1-Methyl Acrylate